C1(=CC=CC2=CC=CC=C12)C(=O)[O-].[Cu+2].C1(=CC=CC2=CC=CC=C12)C(=O)[O-] copper α-naphthoate